O=C1N(C=CC2=CC(=CC=C12)C=1C=NNC1)CC=1C=C(C=CC1)NC(C)=O N-(3-((1-Oxo-6-(1H-pyrazol-4-yl)isoquinolin-2(1H)-yl)methyl)phenyl)acetamide